4'-(5-Fluoro-6-hydroxy-1H-indazol-1-yl)-[1,1'-biphenyl]-3-carboxamide FC=1C=C2C=NN(C2=CC1O)C1=CC=C(C=C1)C1=CC(=CC=C1)C(=O)N